N[C@H](C(=O)OC[C@H]1O[C@@]([C@@H]([C@@H]1OC(CC1CCCCC1)=O)O)(C#N)C1=CC=C2C(=NC=NN21)N)C(C)(C)C ((2R,3S,4R,5R)-5-(4-aminopyrrolo[2,1-f][1,2,4]triazin-7-yl)-5-cyano-3-(2-cyclohexylacetoxy)-4-hydroxytetrahydrofuran-2-yl)methyl (S)-2-amino-3,3-dimethylbutanoate